COC1=C(C(=CC(=C1)C)C)C1=CC=C2C(=CC(=NC2=N1)C1CNCCC1)C1C(N(CC1)C)=O 3-[7-(2-methoxy-4,6-dimethyl-phenyl)-2-[3-piperidyl]-1,8-naphthyridin-4-yl]-1-methyl-pyrrolidin-2-one